1-((3-(4-chlorobenzyl)ureido)methyl)-6-azaspiro[2.5]octane-6-carboxylic acid tert-butyl ester C(C)(C)(C)OC(=O)N1CCC2(CC2CNC(=O)NCC2=CC=C(C=C2)Cl)CC1